3,6-difluoropyridazinediol FC1(NN=C(C=C1O)F)O